C(C)(C)C1CCN(CC1)C1=NC=C(C=N1)C1(CC(C1)N)N 1-(2-(4-isopropylpiperidin-1-yl)pyrimidin-5-yl)cyclobutane-1,3-diamine